tert-butyl (R)-(2-(4-((4-(4-chloro-7,7-dimethyl-5-oxo-5,7-dihydroindolo[1,2-a]quinazolin-8-yl)piperidin-1-yl)methyl)piperidin-1-yl)-1-(4-(4-methylthiazol-5-yl)phenyl)ethyl)carbamate ClC=1C=2C(N=C3N(C2C=CC1)C1=CC=CC(=C1C3(C)C)C3CCN(CC3)CC3CCN(CC3)C[C@@H](C3=CC=C(C=C3)C3=C(N=CS3)C)NC(OC(C)(C)C)=O)=O